OC1=C(C=C(C=C1)C1(CC1)C#N)[N+](=O)[O-] 1-(4-Hydroxy-3-nitrophenyl)cyclopropane-1-carbonitrile